N-[5-[4-[(3R,4S)-3-cyano-3-cyclopropyl-4-methyl-2-oxopyrrolidin-1-yl]pyrazolo[1,5-a]pyrazin-6-yl]pyridin-3-yl]acetamide C(#N)[C@@]1(C(N(C[C@H]1C)C=1C=2N(C=C(N1)C=1C=C(C=NC1)NC(C)=O)N=CC2)=O)C2CC2